2-(2-Butoxyethoxy) ethyl acetate CCCCOCCOCCOC(=O)C